Cl.NCC(=O)N1CSC[C@H]1C#N (R)-3-Glycylthiazolidine-4-carbonitrile hydrochloride